fluoro-5-(2-methyl-3,4-dihydroquinolin-1(2H)-yl)-[1,2,4]triazolo[4,3-a]quinazolin-8-amine FC1=NN=C2N1C1=CC(=CC=C1C(=N2)N2C(CCC1=CC=CC=C21)C)N